FC1=C(C=CC=C1[C@](C(=O)NNC)(CCCC(CS(=O)(=O)CCO)(C)C)C)CCC(=O)OC methyl (R)-3-(2-fluoro-3-(7-((2-hydroxyethyl)sulfonyl)-2,6,6-trimethyl-1-(2-methylhydrazineyl)-1-oxoheptan-2-yl)phenyl)propanoate